NC(C)(C)C1=CC(=NC(=C1)C1C(CC(CC1)(C)C)O)OC1[C@@H]2CN(C[C@H]12)C(=O)C1=CC(=NN1C)C=1N=CSC1 ((1R,5S,6s)-6-((4-(2-aminopropan-2-yl)-6-(2-hydroxy-4,4-dimethylcyclohexyl)pyridin-2-yl)oxy)-3-azabicyclo[3.1.0]hexan-3-yl)(1-methyl-3-(thiazol-4-yl)-1H-pyrazol-5-yl)methanone